(R)-2-(6-chloro-1-oxoisoquinolin-2(1H)-yl)-N-(6-(4-fluoro-1-methyl-1H-pyrazol-5-yl)pyridin-3-yl)propanamide ClC=1C=C2C=CN(C(C2=CC1)=O)[C@@H](C(=O)NC=1C=NC(=CC1)C1=C(C=NN1C)F)C